Sodium STEARYL LACTATE C(C(O)C)(=O)OCCCCCCCCCCCCCCCCCC.[Na]